2-[2-(2,3-dimethoxy-phenyl)-benzimidazol-1-yl]-4-methyl-pentanoic acid COC1=C(C=CC=C1OC)C1=NC2=C(N1C(C(=O)O)CC(C)C)C=CC=C2